ClC=1NC(C=CC1N1CN(C2=CC(=CC=C2C1=O)C(F)(F)F)C1=C(C=C(C=C1)F)C)=O 3-(2-chloro-6-oxo-1,6-dihydropyridin-3-yl)-1-(4-fluoro-2-methylphenyl)-7-(trifluoromethyl)-2,3-dihydroquinazolin-4(1H)-one